hexahydro-1b,3-diaza-cyclopropa[a]indene C1C2C1=CC1CCNCN21